N1CCC(CC1)O 4-piperidinol